{[(1,3-dibromopropan-2-yl)oxy]methyl}benzene BrCC(CBr)OCC1=CC=CC=C1